N-(1H-indol-3-yl)-4-(3-methoxyphenyl)piperazine-1-carboxamide N1C=C(C2=CC=CC=C12)NC(=O)N1CCN(CC1)C1=CC(=CC=C1)OC